C(C)(C)C1=C(C=CC=C1)C1CN(CC(N1)=O)C(=O)C1C2(CC1C2)C(=O)O 3-(2-isopropylphenyl)-5-oxopiperazine-1-carbonyl-bicyclo[1.1.1]Pentane-1-carboxylic acid